COCC1=C(C(=CC(=C1)OCCC)COC)O 2,6-bis(methoxymethyl)-4-propoxyphenol